N-((8-amino-2,4-dimethyl-1,7-naphthyridin-3-yl)methyl)-1-((6-cyclopropylimidazo[1,2-a]pyridin-2-yl)methyl)-1H-pyrazole-4-carboxamide NC=1N=CC=C2C(=C(C(=NC12)C)CNC(=O)C=1C=NN(C1)CC=1N=C2N(C=C(C=C2)C2CC2)C1)C